C1(CC1)N1[C@@H](CCC1)C(=O)OC methyl (2S)-1-cyclopropylpyrrolidine-2-carboxylate